(1-((1R,3S,4S)-2-Azabicyclo[2.2.1]heptane-3-carbonyl)piperidin-4-yl)(1-(4-fluoro-2-(1-isopropyl-1H-pyrazol-5-yl)phenyl)-1H-pyrrolo[2,3-c]pyridin-3-yl)methanone [C@@H]12N[C@@H]([C@@H](CC1)C2)C(=O)N2CCC(CC2)C(=O)C2=CN(C1=CN=CC=C12)C1=C(C=C(C=C1)F)C1=CC=NN1C(C)C